4-bromo-5-nitro-1,8-naphthyridine BrC1=CC=NC2=NC=CC(=C12)[N+](=O)[O-]